CN([C@@H]1CN(CC1)C(=O)N1CCN(C2=CC=CC=C12)CC1=NC=CC=C1)C (S)-(3-(dimethylamino)pyrrolidin-1-yl)(4-(pyridin-2-ylmethyl)-3,4-dihydroquinoxalin-1(2H)-yl)methanone